4-[[(2S)-1,4-dioxan-2-yl]methoxy]-1-methyl-9-[(6-methyl-3-pyridyl)methoxy]-6,7-dihydrobenzo[a]quinolizin-2-one O1[C@@H](COCC1)COC=1N2CCC3=C(C2=C(C(C1)=O)C)C=CC(=C3)OCC=3C=NC(=CC3)C